ethyl (2S,3R)-3-methyl-1-(1-phenylethyl)pyrrolidine-2-carboxylate C[C@H]1[C@H](N(CC1)C(C)C1=CC=CC=C1)C(=O)OCC